B(O)(O)O.B(O)(O)O.B(O)(O)O.NC(=O)N urea tri-borate